ClC(C1=NC(=NC(=N1)C(Cl)(Cl)Cl)C1=CC=C(C=C1)SCCC(=O)O)(Cl)Cl 3-{4-[2,4-bis(trichloromethyl)-s-triazin-6-yl]phenylsulfanyl}propanoic acid